ClC1=C(C=CC=C1)C1=C(C(=NO1)C)C(=O)NC1=CC(=CC=C1)C#N 5-(2-chlorophenyl)-3-methyl-N-(3-cyanophenyl)isoxazole-4-carboxamide